[Al+3].C(C)P([O-])(=O)CC.C(C)P([O-])(=O)CC.C(C)P([O-])(=O)CC diethylphosphinate aluminum salt